ClC1=C(N(C2=C1C=1C=NNC1C=C2)CC2=C(C=C(C=C2)CCNCCCF)F)C2=C(C=CC=C2)C N-(4-((8-chloro-7-(o-tolyl)pyrrolo[3,2-e]indazol-6(3H)-yl)methyl)-3-fluorophenylethyl)-3-fluoropropan-1-amine